ClCCOCCOCCOCCOCCOCCO 17-Chloro-3,6,9,12,15-pentaoxaheptadecan-1-ol